C(C)(C)(C)[Si](C1=CC=CC=C1)(C1=CC=CC=C1)OC(CCI)C\C=C/C\C=C/CCCCC tert-butyl-{[(5Z,8Z)-1-iodotetradec-5,8-dien-3-yl]oxy}diphenylsilane